methyl (R)-1'-(4-chloro-3-(trifluoromethyl)benzyl)-2'-oxo-1,3-dihydrospiro[indene-2,3'-pyrrolidine]-4-carboxylate ClC1=C(C=C(CN2C([C@]3(CC2)CC=2C=CC=C(C2C3)C(=O)OC)=O)C=C1)C(F)(F)F